C(C)(C)C(C(=O)O)CCCCCCCCCCCCCCCCCC isopropyl-arachic acid